2-amino-5-(benzyloxy)pyridine (3S)-3-({N-[(4-methoxy-1H-indol-2-yl)carbonyl]-L-leucyl}amino)-2-oxo-4-[(3S)-2-oxopyrrolidin-3-yl]butyl-2-fluoro-6-methylbenzoate COC1=C2C=C(NC2=CC=C1)C(=O)N[C@@H](CC(C)C)C(=O)N[C@H](C(COC(C1=C(C=CC=C1C)F)=O)=O)C[C@H]1C(NCC1)=O.NC1=NC=C(C=C1)OCC1=CC=CC=C1